(2R,4R)-N-((S)-1-(((6-amino-2-methylpyridin-3-yl)methyl)amino)-1-oxopropan-2-yl)-4-((4-phenylthiophen-2-yl)methyl)pyrrolidine-2-carboxamide dihydrochloride Cl.Cl.NC1=CC=C(C(=N1)C)CNC([C@H](C)NC(=O)[C@@H]1NC[C@H](C1)CC=1SC=C(C1)C1=CC=CC=C1)=O